CSC(=S)O[C@@H]1[C@@H](CCC1)C(=O)OCC |r| rac-ethyl (1R,2S)-2-(((methylthio)carbonothioyl)oxy)cyclopentane-1-carboxylate